BrC=1C=C(C=CC1)C(CCCC(CO)(C)C)OC1OCCCC1 6-(3-bromophenyl)-2,2-dimethyl-6-((tetrahydro-2H-pyran-2-yl)oxy)hexan-1-ol